C(#N)C=1C(=NN(C1NCC1=CC=CC=C1)C(=O)C1=COC(=C1)C)C1N(C(C1)=O)C(C(C)(C)C)=O 4-[({4-Cyano-3-[1-(2,2-dimethylpropanoyl)-4-oxoazetidin-2-yl]-1-(5-methylfuran-3-carbonyl)-1H-pyrazol-5-yl}amino)methyl]benzol